1,2-bis(3,4-dimethylphenyl)-4-phenyl-1,2,4-triazolidine CC=1C=C(C=CC1C)N1N(CN(C1)C1=CC=CC=C1)C1=CC(=C(C=C1)C)C